(R)-2-fluoro-5-(naphthalen-2-yl)-4-(thiophen-2-yl)-5-oxopentanoic acid ethyl ester C(C)OC([C@@H](CC(C(=O)C1=CC2=CC=CC=C2C=C1)C=1SC=CC1)F)=O